4-(3a,7a-dihydro-1H-pyrrolo[2,3-b]pyridin-3-yl)-7-(5-(3-methyl-3,8-diazabicyclo[3.2.1]oct-8-yl)-1H-benzo[d]imidazol-2-yl)isoindol-1-one N1C=C(C2C1N=CC=C2)C2=C1C=NC(C1=C(C=C2)C2=NC1=C(N2)C=CC(=C1)N1C2CN(CC1CC2)C)=O